C1(CC1)C=1C(=CC(=C(C(=O)O)C1)F)COCC1CC2(C1)CCN(CC2)C(CC)C2=CC(=CC(=C2)Cl)Cl 5-cyclopropyl-4-(((7-(1-(3,5-dichlorophenyl)propyl)-7-azaspiro[3.5]non-2-yl)methoxy)methyl)-2-fluorobenzoic acid